6-[[2-[3-(5-chloro-6-oxo-1-tetrahydropyran-2-yl-pyridazin-4-yl)propyl]-2-azaspiro[3.3]heptan-6-yl]methyl]-1-methyl-pyrazolo[3,4-c]pyridin-7-one ClC1=C(C=NN(C1=O)C1OCCCC1)CCCN1CC2(C1)CC(C2)CN2C(C1=C(C=C2)C=NN1C)=O